1-(4-methoxyphenyl)acetone COC1=CC=C(C=C1)CC(=O)C